[Pt].[Au].[Ag].[Pd] palladium-silver-gold-platinum